O=S1(CCN(CC1)C1=CC=C(C=C1)N1[C@@H]2CN(C[C@H](C1)CC2(C)C)C(=O)OC(C)(C)C)=O tert-butyl (1S,5S)-6-(4-(1,1-dioxidothiomorpholino) phenyl)-9,9-dimethyl-3,6-diazabicyclo[3.2.2]nonane-3-carboxylate